C(#N)C1=CC(=C(C=C1)N1CC(N(C2(CC(C2)C(=O)N)C1=O)CC1=CC=C(C=C1)C(F)(F)F)=O)F (2s,4s)-8-(4-cyano-2-fluorophenyl)-6,9-dioxo-5-(4-(trifluoromethyl)benzyl)-5,8-diazaspiro[3.5]nonane-2-carboxamide